C(#N)C=1C=CC2=C(OC(CN2C2=CC=C(C=C2)C(F)(F)F)CNC(C)=O)N1 N-((6-cyano-1-(4-(trifluoromethyl)phenyl)-2,3-dihydro-1H-pyrido[2,3-b][1,4]oxazin-3-yl)methyl)acetamide